ClC1=NN(C2=CC(=CC=C12)C(=O)OC)C(F)F methyl 3-chloro-1-(difluoromethyl)-1H-indazole-6-carboxylate